N1C=CC2=CC=C(C=C12)NC(NC1=CC2=C(OCCN2C(C(=O)N)C2=CC=CC=C2)C=C1)=O 2-(6-(3-(1H-indol-6-yl)ureido)-2,3-dihydro-4H-benzo[b][1,4]oxazin-4-yl)-2-phenylacetamide